FC(C(=O)NCC=1N=CC(=NC1)C(=O)[O-])(F)F 5-((2,2,2-trifluoroacetamido)methyl)pyrazine-2-carboxylate